N-((S)-1,1-dicyclohexyl-3-((4-((S)-1-(cyclopropylamino)-1-oxopropan-2-yl)-2-fluorophenyl)amino)-3-oxopropan-2-yl)-1-isopropyl-1H-pyrazole-5-carboxamide C1(CCCCC1)C([C@@H](C(=O)NC1=C(C=C(C=C1)[C@@H](C(=O)NC1CC1)C)F)NC(=O)C1=CC=NN1C(C)C)C1CCCCC1